tri(4-methoxyphenyl)(non-8-ene-1-yl)phosphonium bromide [Br-].COC1=CC=C(C=C1)[P+](CCCCCCCC=C)(C1=CC=C(C=C1)OC)C1=CC=C(C=C1)OC